N-(1-(3,4-difluorophenyl)-2-methylpropan-2-yl)-1-methyl-1H-pyrrolo[2,3-b]pyridine-5-carboxamide FC=1C=C(C=CC1F)CC(C)(C)NC(=O)C=1C=C2C(=NC1)N(C=C2)C